7-chloro-1-((2-methoxy-1H-imidazol-4-yl)methyl)-4-(methylamino)quinazolin-2(1H)-one ClC1=CC=C2C(=NC(N(C2=C1)CC=1N=C(NC1)OC)=O)NC